NCCCCCCCCC(=O)NC1=C2CN(C(C2=CC=C1)=O)C1C(NC(CC1)=O)=O 9-amino-N-(2-(2,6-dioxopiperidin-3-yl)-1-oxoisoindolin-4-yl)nonanamide